1-(Tert-butyl)-3-fluoro-N-(5-fluoro-4-(8-morpholinoimidazo[1,2-a]pyridin-6-yl)pyridin-2-yl)-1H-pyrazole-4-carboxamide C(C)(C)(C)N1N=C(C(=C1)C(=O)NC1=NC=C(C(=C1)C=1C=C(C=2N(C1)C=CN2)N2CCOCC2)F)F